2-(methylsulfonyl)thiazole-5-carboxylic acid CS(=O)(=O)C=1SC(=CN1)C(=O)O